3-benzoyl-1-((2R,3R,4S,5R)-5-(((4-methoxyphenyl)(phenyl)methoxy)methyl)-4-hydroxy-3-(2-methoxyethyl)tetrahydrofuran-2-yl)pyrimidine-2,4(1H,3H)-dione C(C1=CC=CC=C1)(=O)N1C(N(C=CC1=O)[C@@H]1O[C@@H]([C@H]([C@H]1CCOC)O)COC(C1=CC=CC=C1)C1=CC=C(C=C1)OC)=O